3,5-difluoro-4-chlorobenzaldehyde FC=1C=C(C=O)C=C(C1Cl)F